bromo-2,4,6-trimethyl-1,1'-biphenyl BrC=1C(=C(C(=CC1C)C)C1=CC=CC=C1)C